2-((2-((3-(Allyloxy)-4-methoxyphenyl)amino)-5-(trifluoromethyl)pyrimidin-4-yl)amino)-N-methyl-4-(pent-4-en-1-yloxy)benzamide C(C=C)OC=1C=C(C=CC1OC)NC1=NC=C(C(=N1)NC1=C(C(=O)NC)C=CC(=C1)OCCCC=C)C(F)(F)F